FC=1C=CC2=C(CCO2)C1CNC1=NC=C(C=2C1=CN=NC2)C2=CC(=NN2C)C(=O)O 5-(5-(((5-fluoro-2,3-dihydrobenzofuran-4-yl)methyl)amino)pyrido[3,4-d]pyridazin-8-yl)-1-methyl-1H-pyrazole-3-carboxylic acid